ClC1=C(C=C(C(=O)N)C=C1[N+](=O)[O-])OCCN1CCOCC1 4-chloro-3-(2-morpholinoethoxy)-5-nitrobenzamide